ClC1=C(C=CC=C1)C=1N=C(SC1)NC1CC2(CC(C2)OC2=C(C(=O)N)C=CC=N2)C1 2-(((2S,4s,6S)-6-((4-(2-chlorophenyl)thiazol-2-yl)amino)spiro[3.3]heptan-2-yl)oxy)nicotinamide